C(C1=CC=CC=C1)OC1=C(C=CC=C1C(C)C)C(C)O 1-(2-(benzyloxy)-3-isopropylphenyl)ethan-1-ol